5-phenyl-5-(2-(pyridin-4-yl)ethyl)furan-2(5H)-one C1(=CC=CC=C1)C1(C=CC(O1)=O)CCC1=CC=NC=C1